1-(4-(5-(chlorodifluoromethyl)-1,2,4-oxadiazol-3-yl)phenyl)-2-(pyridin-3-ylsulfonyl)ethan-1-one hydroxy-2-propyl-2-hydroxy-propyl-propionate OC(C(=O)O)(C)CC(C)(O)CCC.ClC(C1=NC(=NO1)C1=CC=C(C=C1)C(CS(=O)(=O)C=1C=NC=CC1)=O)(F)F